methyl 1-(2-fluoroethyl)-4-[[4-(trifluoromethyl)phenyl]methyl]indole-3-carboxylate FCCN1C=C(C2=C(C=CC=C12)CC1=CC=C(C=C1)C(F)(F)F)C(=O)OC